C(CCCCCCCCCCCCC)(=O)C(C[Na])(O)C myristoyl-methyl-hydroxyethyl-sodium